N,N'-diethylpropylenediamine C(C)NCC(C)NCC